2-(quinuclidin-4-ylsulfanyl)ethan-1-ol N12CCC(CC1)(CC2)SCCO